1,3,5-tri(4-aminophenyl)triazine NC1=CC=C(C=C1)N1NN(CC(=C1)C1=CC=C(C=C1)N)C1=CC=C(C=C1)N